4-Hydroxymethylphenylboronic acid pinacol ester OCC1=CC=C(C=C1)B1OC(C)(C)C(C)(C)O1